5-bromo-3-cyclopropyl-isoxazole BrC1=CC(=NO1)C1CC1